COC1=NC=C(C=N1)N1C=C(C=CC1=O)C(=O)OC Methyl 1-(2-methoxypyrimidin-5-yl)-6-oxo-pyridine-3-carboxylate